ClC=1C(=C(C=CC1)NC1=NC=NC2=CC(=C(C=C12)NC(C#CC)=O)C#C[C@@]12CN(C[C@H]2C1)C)F N-(4-((3-chloro-2-fluorophenyl)amino)-7-(((1R,5S)-3-methyl-3-azabicyclo[3.1.0]hexan-1-yl)ethynyl)quinazolin-6-yl)but-2-ynamide